COC1=C(C=C(C=C1)OC)CCN 2-(2,5-dimethoxyphenyl)ethanamine